ClC=1C(=CC=2N(C1)C=NN2)CCCN2CC1(C2)CC(C1)N(C1=C2C(=NN(C(C2=C(C=C1)C)=O)C)C=O)C 5-((2-(3-(6-chloro-[1,2,4]triazolo[4,3-a]pyridin-7-yl)propyl)-2-azaspiro[3.3]heptan-6-yl)(methyl)amino)-2,8-dimethylphthalazin-1(2H)-oneal